tert-butyl ((E)-((6-((5-((E)-N'-(tert-butoxycarbonyl)picolinimidamido)pyridin-2-yl)carbamoyl)pyridin-3-yl)amino)(pyridin-2-yl)methylene)carbamate C(C)(C)(C)OC(=O)/N=C(\C1=NC=CC=C1)/NC=1C=CC(=NC1)NC(=O)C1=CC=C(C=N1)N\C(\C1=NC=CC=C1)=N\C(OC(C)(C)C)=O